O(S(=O)(=O)C(F)(F)F)C1=CC(=NC2=CC=C(C=C12)C=1CCOCC1)C 6-(3,6-dihydro-2H-pyran-4-yl)-2-methylquinolin-4-yl triflate